3-((2,6-dichloro-1-(1-ethyl-1H-pyrazol-4-yl)-1H-indol-3-yl)thio)benzoic acid ClC=1N(C2=CC(=CC=C2C1SC=1C=C(C(=O)O)C=CC1)Cl)C=1C=NN(C1)CC